FC=1C=C(C=C(C1)F)C=1N=C2N(C(C1)=O)C=C(C=C2)N2CCNCC2 2-(3,5-difluorophenyl)-7-(piperazin-1-yl)-4H-pyrido[1,2-a]pyrimidin-4-one